N1=C(SC2=C1C1=C(C=C2)OCC1)N1C(N([C@@H]2[C@H]1COC2)C(=O)OC(C)(C)C)=O tert-Butyl (3aS,6aR)-3-(7,8-dihydrofuro[3,2-e][1,3]benzothiazol-2-yl)-2-oxohexahydro-1H-furo[3,4-d]imidazole-1-carboxylate